O=C1NC2=C(N1C1CCNCC1)C=CC(=C2)C#N 2-oxo-1-(piperidin-4-yl)-2,3-dihydro-1H-benzo[d]imidazole-5-carbonitrile